C[C@]1(CN(CC1)CC1=CC(=C(C=C1)N1C=NC(=C1)C1=NC(=NC=C1C(F)(F)F)NC1CCN(CC1)S(=O)(=O)C)C(F)(F)F)O (S)-3-Methyl-1-(4-(4-(2-((1-(methylsulfonyl)piperidin-4-yl)amino)-5-(trifluoro-methyl)pyrimidin-4-yl)-1H-imidazol-1-yl)-3-(trifluoromethyl)benzyl)pyrrolidin-3-ol